2-(1,3-dioxolan-2-yl)-N-((3S,4R)-3-fluoro-1-methylpiperidin-4-yl)-1-(2,2,2-trifluoroethyl)-1H-indol-4-amine O1C(OCC1)C=1N(C=2C=CC=C(C2C1)N[C@H]1[C@H](CN(CC1)C)F)CC(F)(F)F